CN1S(CC(N=C1)(C1=CC(=CC=C1)[N+](=O)[O-])C)(=O)=O 2,5-dimethyl-5-(3-nitrophenyl)-1,1-dioxo-1,2,4-thiadiazin